methyl 1-((N-(tert-butyloxycarbonyl)carbamoyl)carbamoyl)cyclopropane-1-carboxylate C(C)(C)(C)OC(=O)NC(=O)NC(=O)C1(CC1)C(=O)OC